OC1=CC=CC2=C1N=C(S2)C2=CC=CC=C2 hydroxyphenylbenzothiazole